(S)-N-(3-(6-amino-2-(difluoromethyl)-3,3-difluoro-2,3,4,5-tetrahydropyridin-2-yl)-4-fluorophenyl)-4-methylthiazole-2-carboxamide NC=1CCC([C@@](N1)(C(F)F)C=1C=C(C=CC1F)NC(=O)C=1SC=C(N1)C)(F)F